NC1=C(C(=O)NCCC(C)C2=CC=CC=C2)C=C(C=N1)C1=CC=2N(C=C1)N=C(N2)N 2-amino-5-(2-amino-[1,2,4]triazolo[1,5-a]pyridin-7-yl)-N-(3-phenylbutyl)nicotinamide